2-(2-isopropyl-5-methylcyclohexyl)-2-(cyclohexylethyl)-1,3-dimethoxypropane C(C)(C)C1C(CC(CC1)C)C(COC)(COC)CCC1CCCCC1